1,3-Di(carbazol-9-yl)benzol C1=CC=CC=2C3=CC=CC=C3N(C12)C1=CC(=CC=C1)N1C2=CC=CC=C2C=2C=CC=CC12